1-(2-((2S,4R)-4-fluoro-2-((S)-1-(5-fluoro-3-methylbenzofuran-2-yl)ethylcarbamoyl)pyrrolidin-1-yl)-2-oxoethyl)-5-(pyridazin-4-yl)-1H-indazole-3-carboxamide F[C@@H]1C[C@H](N(C1)C(CN1N=C(C2=CC(=CC=C12)C1=CN=NC=C1)C(=O)N)=O)C(N[C@@H](C)C=1OC2=C(C1C)C=C(C=C2)F)=O